4-(2-methyl-indol-3-yl)thiazol-2-amine hydrobromide Br.CC=1NC2=CC=CC=C2C1C=1N=C(SC1)N